FC(S(=O)(=O)O)(F)F.[N+](=O)([O-])C1=CC=C(C(=O)NO)C=C1 4-nitrobenzoyl-hydroxylamine trifluoro-methanesulfonate